methanesulfonyloxy-2-azaspiro[3.5]nonane-2-carboxylic acid CS(=O)(=O)OC1N(CC12CCCCC2)C(=O)O